C(C)(C)C1=CC=C(C=C1)C=1C2=CC=C(N2)C(=C2C=CC(C(=C3C=CC(=C(C=4C=CC1N4)C4=CC=C(C=C4)C(C)C)N3)C3=CC=C(C=C3)C(C)C)=N2)C2=CC=C(C=C2)C(C)C 5,10,15,20-tetra-(4-isopropylphenyl)porphyrin